BrCC(=O)C1=CC(=CC=C1)Cl 2-bromo-3'-chloroacetophenone